(1R,5R)-7,7-dimethyl-4-methylene-6-thiabicyclo[3.2.1]octane CC1(S[C@H]2C(CC[C@@H]1C2)=C)C